ClC=1C(=NC(=NC1)N1[C@H](C[C@@H](CC1)OC=1C=C2CN(C(C2=CC1)=O)C1C(NC(CC1)=O)=O)C)NC=1C=C2C=C(C(N(C2=CC1)C)=O)OCC(=O)NC 2-[[6-[[5-chloro-2-[(2S,4R)-4-[2-(2,6-dioxo-3-piperidyl)-1-oxo-isoindolin-5-yl]oxy-2-methyl-1-piperidyl]pyrimidin-4-yl]amino]-1-methyl-2-oxo-3-quinolyl]oxy]-N-methyl-acetamide